N1(C=NC=C1)CCCNC(=O)NCCC[Si](OCC)(OCC)OCC 1-(3-(1H-imidazol-1-yl)propyl)-3-(3-(triethoxysilyl)propyl)urea